pivalic acid 3-((chlorocarbonyl) oxy)-2,2-dimethylpropyl ester ClC(=O)OCC(COC(C(C)(C)C)=O)(C)C